(2S,11aR)-2-((4-(benzylamino)-3-chloro-5-iodopyridin-2-yl)oxy)-7-fluoro-6-isopropoxy-8-methyl-2,3,11,11a-tetrahydro-1H,5H-benzo[f]pyrrolo[2,1-c][1,4]oxazepin-5-one C(C1=CC=CC=C1)NC1=C(C(=NC=C1I)O[C@H]1C[C@@H]2COC3=C(C(N2C1)=O)C(=C(C(=C3)C)F)OC(C)C)Cl